FC=1C=C(C=C(C1)F)[C@@H]1CC(=NN1)C(=O)N1CCN(CC1)C1=NC=C(C(=N1)N1N=CC(=C1)C(=O)N)F (S)-1-(2-(4-(5-(3,5-difluorophenyl)-4,5-dihydro-1H-pyrazol-carbonyl)piperazin-1-yl)-5-fluoropyrimidin-4-yl)-1H-pyrazole-4-carboxamide